NN1C(C2=CC=CC=C2C(N1)=O)=O amino-2,3-dihydrophthalazine-1,4-dione